N-[(3R,4R)-4-methyl-1-(8-methylquinolin-5-yl)pyrrolidin-3-yl]-2-(1-methylpiperidin-4-yl)acetamide C[C@H]1[C@H](CN(C1)C1=C2C=CC=NC2=C(C=C1)C)NC(CC1CCN(CC1)C)=O